N-acetyl-1,4-butanediamine C(C)(=O)NCCCCN